3-(bis(4-methoxyphenyl)methyl)-6-methoxyquinazolin COC1=CC=C(C=C1)C(N1CN=C2C=CC(=CC2=C1)OC)C1=CC=C(C=C1)OC